3-(1H-indol-3-yl)-4-[2-(4-methylpiperazin-1-yl)quinazolin-4-yl]pyrrole-2,5-dione N1C=C(C2=CC=CC=C12)C=1C(NC(C1C1=NC(=NC2=CC=CC=C12)N1CCN(CC1)C)=O)=O